C(C1=CC=CC=C1)(=O)OCC(COC(C1=CC(=C(C(=C1)O)O)O)=O)(COC(C1=CC(=C(C(=C1)O)O)O)=O)C [2-(benzoyloxymethyl)-2-methyl-3-(3,4,5-trihydroxybenzoyl)oxy-propyl]3,4,5-trihydroxybenzoate